(1S,3S)-3-((5-(5-chloro-3-formylthiophen-2-yl)-3-methylpyrazin-2-yl)oxy)cyclohexane ClC1=CC(=C(S1)C=1N=C(C(=NC1)OC1CCCCC1)C)C=O